C(C)(=O)N1CCN(CC1)C1=CC=C(C=C1)NC(C)=O N-(4-(4-acetylpiperazin-1-yl)phenyl)acetamid